FC(CNC=1C2=C(N=C(N1)CO)N(C(C2(C)C)=O)C2=CC=C(C=C2)N2C[C@H](O[C@H](C2)C)C)F 4-((2,2-difluoroethyl)amino)-7-(4-((2R,6S)-2,6-dimethylmorpholino)phenyl)-2-(hydroxymethyl)-5,5-dimethyl-5,7-dihydro-6H-pyrrolo[2,3-d]pyrimidin-6-one